3,3,3-trifluoro-1-iodoprop-1-ene FC(C=CI)(F)F